FC(CC[C@H]1N(S(C2=C(N(C1)C1=CC=C(C=C1)F)C=C(C(=C2)OCC(C(=O)OCC)(C)C)C(F)(F)F)(=O)=O)C)(C)F (R)-ethyl 3-((3-(3,3-difluorobutyl)-5-(4-fluorophenyl)-2-methyl-1,1-dioxido-7-(trifluoromethyl)-2,3,4,5-tetrahydrobenzo[f][1,2,5]thiadiazepin-8-yl)oxy)-2,2-dimethylpropanoate